COC1=C(C=C(C=C1)OC)NC(=O)N1C(C[C@@](C1)(C=1SC=CN1)C1=CC(=C(C=C1)C)F)C (4R)-N-(2,5-dimethoxyphenyl)-4-(3-fluoro-4-methylphenyl)-2-methyl-4-(thiazol-2-yl)pyrrolidine-1-carboxamide